methyl 4-benzyloxy-3-[[5-[2-[2-(tert-butoxycarbonylamino)ethoxy]phenyl]-2,4-difluoro-anilino]methyl]benzoate C(C1=CC=CC=C1)OC1=C(C=C(C(=O)OC)C=C1)CNC1=C(C=C(C(=C1)C1=C(C=CC=C1)OCCNC(=O)OC(C)(C)C)F)F